CN(CCCOC1=CC=C(C=N1)C=1C=C(C(=NC1)N)C1=CC(=C(C(=C1)OC)OC)OC)C 5-[6-[3-(dimethylamino)propoxy]-3-pyridyl]-3-(3,4,5-trimethoxyphenyl)pyridin-2-amine